3,3-difluoro-1-propanol FC(CCO)F